(3S,4S)-1-(2-methoxyethoxy)-4-methylhept-6-ene-3-sulfonamide COCCOCC[C@@H]([C@H](CC=C)C)S(=O)(=O)N